4-((4-pentanylphenyl)diazenyl)benzylamine C(CCCC)C1=CC=C(C=C1)N=NC1=CC=C(CN)C=C1